OCC1CCC(CC1)NC(N)=O 3-[4-(hydroxymethyl)-cyclohexyl]urea